(R)-3-amino-3-phenylpropionic acid N[C@H](CC(=O)O)C1=CC=CC=C1